NC1=C(C(N(C2=C(C=CC=C12)Br)C)=O)C(=O)OCC ethyl 4-amino-8-bromo-1-methyl-2-oxo-1,2-dihydroquinoline-3-carboxylate